N=S iminothioether